2-bromo-1-(2-difluoromethoxy-6-methyl-pyridin-4-yl)-ethanol BrCC(O)C1=CC(=NC(=C1)C)OC(F)F